tertiary butyl phenyl phosphate P(=O)(OC(C)(C)C)(OC1=CC=CC=C1)[O-]